6-chloro-3-[5-(trifluoromethyl)-2-thienyl]imidazo[1,2-b]pyridazine ClC=1C=CC=2N(N1)C(=CN2)C=2SC(=CC2)C(F)(F)F